BrC1=CC=CC2=C1N=C(S2)NC(=O)C2CN(CCC2)C2CN(CC2)C(=O)OC(C)(C)C tert-butyl 3-{3-[(4-bromo-1,3-benzothiazol-2-yl)carbamoyl]piperidin-1-yl}pyrrolidine-1-carboxylate